2-(4-(4-bromobutoxy)phenyl)acetonitrile BrCCCCOC1=CC=C(C=C1)CC#N